bis(2-ethylhexyl) 2-(4-hydroxy-3,5-dimethoxybenzylidene)malonate OC1=C(C=C(C=C(C(=O)OCC(CCCC)CC)C(=O)OCC(CCCC)CC)C=C1OC)OC